isopropyl (S)-(4-(3-chloro-4-(2-chloro-3-(4-chloro-6-methoxy-5-((((5-oxopyrrolidin-2-yl)methyl)amino)methyl)pyridin-2-yl)phenyl)pyridin-2-yl)-2-methoxybenzyl)glycinate ClC=1C(=NC=CC1C1=C(C(=CC=C1)C1=NC(=C(C(=C1)Cl)CNC[C@H]1NC(CC1)=O)OC)Cl)C1=CC(=C(CNCC(=O)OC(C)C)C=C1)OC